C(C)(C)(C)OC(=O)N1C[C@H](CC1)OC1=C(C=C(C(=O)N2CCC(CC2)OC=2C=C(C=C(C2)F)N2CCN(CC2)C(=O)OC(C)(C)C)C=C1)C=1C=C2C=NNC2=CC1 tert-butyl (S)-4-(3-((1-(4-((1-(tert-butoxycarbonyl)pyrrolidin-3-yl)oxy)-3-(1H-indazol-5-yl)benzoyl)piperidin-4-yl)oxy)-5-fluorophenyl)piperazine-1-carboxylate